C(C1=CC=CC=C1)N1N=C(C2=CC=CC=C2C1=O)C1=CC=C(C=C1)NS(=O)(=O)N N-(4-(3-benzyl-4-oxo-3,4-dihydrophthalazin-1-yl)phenyl)sulfamide